N-[3-pyrrolidin-1-yl-4-[2-(trifluoromethyl)morpholine-4-carbonyl]phenyl]cyclopropanecarboxamide N1(CCCC1)C=1C=C(C=CC1C(=O)N1CC(OCC1)C(F)(F)F)NC(=O)C1CC1